N-(5-bromo-3-(6-fluoropyridin-3-yl)quinoxalin-6-yl)-2-chloro-6-fluorobenzamide BrC1=C2N=C(C=NC2=CC=C1NC(C1=C(C=CC=C1F)Cl)=O)C=1C=NC(=CC1)F